7-((5-((3R,4R)-4-fluoro-3-hydroxy-piperidin-1-yl)pyridin-2-yl)amino)-4-(8-fluoro-7-methylimidazo[1,2-a]pyridin-3-yl)isoindolin-1-one F[C@H]1[C@@H](CN(CC1)C=1C=CC(=NC1)NC=1C=CC(=C2CNC(C12)=O)C1=CN=C2N1C=CC(=C2F)C)O